C(N)(OC1CC(N(CC1)S(=O)(=O)C1=CC(=CC=C1)B1OC(C(O1)(C)C)(C)C)C(C)(C)C)=O tert-butyl(1-((3-(4,4,5,5-tetramethyl-1,3,2-dioxaborolan-2-yl)-phenyl)sulfonyl)piperidin-4-yl) carbamate